methyl 2-((diphenylmethylene) amino)-6-methylisonicotinate C1(=CC=CC=C1)C(C1=CC=CC=C1)=NC=1C=C(C(=O)OC)C=C(N1)C